4-(5-chloro-2-iodophenyl)-6-methoxypyrimidine ClC=1C=CC(=C(C1)C1=NC=NC(=C1)OC)I